N=CCCC 1-iminobutane